C1=CC=NC(=C1)C(=O)O pyridinecarboxylic acid